2-((1r,4r)-4-(2-(4-methoxypiperidine-1-carbonyl)imidazo[4,5-d]pyrrolo[2,3-b]pyridin-1(6H)-yl)cyclohexyl)acetonitrile COC1CCN(CC1)C(=O)C1=NC=2C(=C3C(=NC2)NC=C3)N1C1CCC(CC1)CC#N